FC=1C=C(C=CC1)P(C1=CC(=CC=C1)F)=O Bis(3-fluorophenyl)phosphine oxide